CN1N=C2C(=CC=C(C2=C1)N1C[C@@H](CC1)NC)C(=O)NC=1N=C(C=2N(C1)C=C(N2)C)NC 2-methyl-N-[2-methyl-8-(methylamino)imidazo[1,2-a]pyrazin-6-yl]-4-[(3R)-3-(methylamino)pyrrolidin-1-yl]indazole-7-carboxamide